platinum (III) nitrate [N+](=O)([O-])[O-].[Pt+3].[N+](=O)([O-])[O-].[N+](=O)([O-])[O-]